ClC1=C(C=CC(=C1)CN1CCN(CC1)C)N1N=CC(=C1)C1=NC(=NC=C1C#N)N[C@@H]1[C@@H](CN(CC1)S(=O)(=O)C)F 4-(1-(2-Chloro-4-((4-methylpiperazin-1-yl)methyl)phenyl)-1H-pyrazol-4-yl)-2-(((3R,4S)-3-fluoro-1-(methylsulfonyl)piperidin-4-yl)amino)pyrimidine-5-carbonitrile